BrC1=CC=C(C(=C1)C)C1=CC=C(C=C1)C(C)(C)C 4-bromo-6-methyl-4'-tert-butyl-biphenyl